Cl.NC=1C(=NC(=CN1)C=1C=NN(C1)C1CCNCC1)C(=O)O[C@@H](C(=O)NC1=CC=C(C=C1)F)C1=CC=CC=C1 (R)-2-((4-fluorophenyl)amino)-2-oxo-1-phenylethyl 3-amino-6-(1-(piperidin-4-yl)-1H-pyrazol-4-yl)pyrazine-2-Carboxylate hydrochloride